methyl 3-(5-(3-(7-cyanoimidazo[1,2-a]pyridine-3-carboxamido)-5-fluoro-4-methylphenyl)-1,2,4-oxadiazol-3-yl)azetidine-1-carboxylate C(#N)C1=CC=2N(C=C1)C(=CN2)C(=O)NC=2C=C(C=C(C2C)F)C2=NC(=NO2)C2CN(C2)C(=O)OC